ClC=1C=C2C=NN(C2=C(C1)C(=O)NC1CC2(CCC2)C1)CC1=CC=C(C=C1)C1=CC(=NC=C1)OCC (Sa)-6-(5-Chloro-1-(4-(2-ethoxypyridin-4-yl)benzyl)-1H-indazol-7-carboxamido)spiro-[3.3]heptan